3-(4-(5-(Difluoromethyl)-1,3,4-oxadiazol-2-yl)-2-fluorobenzyl)-1-(piperidin-4-yl)-5-(trifluoromethyl)-1,3-dihydro-2H-benzo[d]imidazol-2-one FC(C1=NN=C(O1)C1=CC(=C(CN2C(N(C3=C2C=C(C=C3)C(F)(F)F)C3CCNCC3)=O)C=C1)F)F